NC1=CC=C(C=C1)NCC1=CC(=CC(=C1)CNC1=CC=C(C=C1)N)CNC1=CC=C(C=C1)N N1,N3,N5-tris(4-aminophenyl)benzene-1,3,5-trimethylamine